ClC1=C(C(=CC=C1)Cl)C1=CC2=C(N=C(N=C2)NC=2C=NC(=C(C2)C)OC2=NN(C=C2)CC)N(C1=O)C 6-(2,6-dichlorophenyl)-2-((6-((1-ethyl-1H-pyrazol-3-yl)oxy)-5-methylpyridin-3-yl)amino)-8-methylpyrido[2,3-d]pyrimidin-7(8H)-one